Diphenyliodonium trifluoromethanecarboxylate FC(C(=O)[O-])(F)F.C1(=CC=CC=C1)[I+]C1=CC=CC=C1